(R)-Trifluoromethanesulfonic acid FC(S(=O)(=O)O)(F)F